ClC1=CC=C(C(=N1)C(=O)O)N[C@H](C)C1=NC(=CC(=C1)C)N1C(OC[C@@H]1CC1=C(C(=CC=C1)C)F)=O 6-Chloro-3-(((R)-1-(6-((S)-4-(2-fluoro-3-methylbenzyl)-2-oxooxazolidin-3-yl)-4-methylpyridin-2-yl)ethyl)amino)picolinic acid